C1=C2C(=C(N=N1)N)C=NC=C2 pyrido[3,4-d]pyridazin-4-amine